5-[1-(2-Fluoro-6-methyl-phenyl)-piperidin-4-yl]-2-methyl-7-[(R)- or (S)-1-(2-trifluoromethyl-phenyl)-ethyl]-2,4,5,7-tetrahydro-pyrazolo[3,4-d]pyrimidin-6-one FC1=C(C(=CC=C1)C)N1CCC(CC1)N1C(N(C=2C(C1)=CN(N2)C)[C@H](C)C2=C(C=CC=C2)C(F)(F)F)=O |o1:24|